CN(S(=O)(=O)C)C1=NC=CC=C1CNC1=NC(=NC=C1C(F)(F)F)NC1CCN(CC1)S(=O)(=O)C N-methyl-N-[3-({[2-{[1-(methylsulfonyl)piperidin-4-yl]amino}-5-(trifluoromethyl)pyrimidin-4-yl]amino}methyl)pyridin-2-yl]methanesulfonamide